CC=1C(=NC=CC1OCC(F)(F)F)CS(=O)C1=NC2=C(N1)C=CC=C2 2-([[3-Methyl-4-(2,2,2-trifluoroethoxy)pyridin-2-yl]methyl]sulfinyl)-1H-benzimidazole